2-(3-fluoro-4-(2-(((S)-phenyl((R)-1,2,3,4-tetrahydro-1,5-naphthyridin-3-yl)methyl)amino)ethyl)phenyl)acetic acid FC=1C=C(C=CC1CCN[C@@H]([C@H]1CNC2=CC=CN=C2C1)C1=CC=CC=C1)CC(=O)O